[C@@H]1([C@H](O)[C@H](O)[C@H](O1)CO)N1C=NC=2C(=NC=CC21)N 1-β-D-ribofuranosyl-1H-imidazo[4,5-c]pyridin-4-amine